2-(2-((3R,4R)-3-Amino-4-fluoropiperidin-1-yl)-6-fluoro-1H-benzo[d]imidazol-1-yl)-N-((S)-tetrahydrofuran-3-yl)-N-(2,2,2-trifluoroethyl)acetamid N[C@@H]1CN(CC[C@H]1F)C1=NC2=C(N1CC(=O)N(CC(F)(F)F)[C@@H]1COCC1)C=C(C=C2)F